COC1=C(C=C(C=C1)C=CC)OC 1,2-dimethoxy-4-(1-propen-1-yl)benzene